(1S,3S,4S)-4-((tert-butoxycarbonyl) amino)-3-((tert-butyldimethylsilyl)oxy)cyclohexyl methylcarbamate CNC(O[C@@H]1C[C@@H]([C@H](CC1)NC(=O)OC(C)(C)C)O[Si](C)(C)C(C)(C)C)=O